FC(C1=NC=CC(=C1)OC1=CC=C(CCOC=2C=C3N(C(N2)=O)CC24N3CC(C2)C4)C=C1)(F)F 3-(4-((2-(trifluoromethyl)pyridin-4-yl)oxy)phenethoxy)-7,8-dihydro-1H,6H,9H-7,8a-methanopyrrolo[1',2':3,4]imidazo[1,2-c]pyrimidin-1-one